4-(5-(5-ethoxy-4-methoxy-2-methylphenyl)pyridin-3-yl)-1,2-oxaborolan-2-ol C(C)OC=1C(=CC(=C(C1)C=1C=C(C=NC1)C1CB(OC1)O)C)OC